COC1=C(C=CC(=C1)OC)CN(C=1N=NC(=C2C1N=C(N2CC2=CC=C(C=C2)CNC(OC(C)(C)C)=O)CNCC)OC(C)C)CC2=C(C=C(C=C2)OC)OC tert-butyl N-[[4-[[7-[bis[(2,4-dimethoxyphenyl)methyl]amino]-2-(ethylaminomethyl)-4-isopropoxy-imidazo[4,5-d]pyridazin-3-yl]methyl]phenyl]methyl]carbamate